disodium monophosphate salt P(=O)([O-])([O-])O.[Na+].[Na+]